(S)-1'-(7-chloro-2-((2,3-dichlorophenyl)thio)-5H-pyrrolo[2,3-b]pyrazin-6-yl)-1,3-dihydrospiro[indene-2,4'-piperidin]-1-amine ClC1=C(NC2=NC=C(N=C21)SC2=C(C(=CC=C2)Cl)Cl)N2CCC1(CC2)[C@@H](C2=CC=CC=C2C1)N